C(C1=CC=CC=C1)N(C1(COC1)C#N)CC1=CC=CC=C1 3-(dibenzylamino)oxetan-3-nitrile